2-[(3E)-4,8-Dimethyl-3,7-nonadien-1-yl]-5-hydroxy-2,7-dimethyl-2H-chromene-6-carboxylic acid C\C(=C/CCC1(OC2=CC(=C(C(=C2C=C1)O)C(=O)O)C)C)\CCC=C(C)C